[N-](S(=O)(=O)C(F)(F)F)S(=O)(=O)C(F)(F)F.C(CC)N1CC=CC=C1 1-propylpyridine bis(trifluoromethylsulfonyl)imide salt